4-(2,6-dimethylpyridin-4-yl)-1-(4-(4-fluorophenyl)-5-(isopropylthio)thiazol-2-yl)-3-methyl-1H-pyrazole-5-carboxylic acid CC1=NC(=CC(=C1)C=1C(=NN(C1C(=O)O)C=1SC(=C(N1)C1=CC=C(C=C1)F)SC(C)C)C)C